COC1=CC=2N=CN=C(C2N=C1N)C=1C(=NN(C1)C([2H])([2H])[2H])C1=CC=CC=C1 7-methoxy-4-[1-(2H3)methyl-3-phenyl-1H-pyrazol-4-yl]pyrido[3,2-d]pyrimidin-6-amine